rel-(R)-4-(3,3-Difluoro-1-methylpiperidin-4-yl)-N-(6-((2-fluorophenyl)amino)-1H-pyrazolo[3,4-b]pyridin-3-yl)benzamid FC1(CN(CC[C@@H]1C1=CC=C(C(=O)NC2=NNC3=NC(=CC=C32)NC3=C(C=CC=C3)F)C=C1)C)F |o1:6|